FC(CC(CO)(C)NC(=O)C=1N(N=C2C=CC(=CC12)OCC1=C(C=CC=C1)C(F)F)C)F N-(4,4-difluoro-1-hydroxy-2-methylbutan-2-yl)-5-{[2-(difluoromethyl)phenyl]methoxy}-2-methyl-2H-indazole-3-carboxamide